FC(CN1N=CC(=C1)S(=O)(=O)N1N=C2C(=C1)CN(C2)C(=O)OC(C)(C)C)F tert-butyl 2-[1-(2,2-difluoroethyl)pyrazol-4-ylsulfonyl]-4H,6H-pyrrolo[3,4-c]pyrazole-5-carboxylate